1-(5-((7-fluoro-2,3-dihydrobenzo[b][1,4]dioxin-5-yl)amino)-7-(methylamino)pyrazolo[1,5-a]pyrimidin-3-yl)-3-methylurea FC=1C=C(C2=C(OCCO2)C1)NC1=NC=2N(C(=C1)NC)N=CC2NC(=O)NC